C(C)(C)C=1N(C(=CN1)C(=O)C1=NN(C2=CC=CC=C12)COCC[Si](C)(C)C)S(=O)(=O)N(C)C 2-Isopropyl-N,N-dimethyl-5-[1-(2-trimethylsilylethoxymethyl)indazole-3-carbonyl]imidazole-1-sulfonamide